3H-imidazo[4,5-c]pyridine-6-carboximidamide N1=CNC=2C=NC(=CC21)C(N)=N